BrC=1C=C(C=C(C1)Cl)NC(NC1=C(C(=O)NC)C=CC(=C1)Cl)=O 2-[3-(3-bromo-5-chlorophenyl)ureido]-4-chloro-N-methylbenzamide